tert-butyl (R)-1-(1-((4-(N,N-diethylsulfamoyl)phenyl)sulfonyl) piperidine-3-carbonyl)-1,6-diazaspiro[3.3]heptane-6-carboxylate C(C)N(S(=O)(=O)C1=CC=C(C=C1)S(=O)(=O)N1C[C@@H](CCC1)C(=O)N1CCC12CN(C2)C(=O)OC(C)(C)C)CC